O=C1NC2=CC=CC=C2CC1NC(O)=O 2-oxo-1,2,3,4-tetrahydroquinolin-3-ylcarbamic acid